C(=O)(OC(C)(C)C)N1N=CC2=CC=CN=C12 1-BOC-7-azaindazole